C(C1=CC=CC=C1)(S(=O)(=O)[O-])S(=O)(=O)[O-].[K+].[K+] potassium toluenedisulfonate